ClC=1OC2=C(C1)C=CC(=C2NC(=O)N2C(C=1NN=CC1C2)(C)C)F N-(2-chloro-6-fluorobenzofuran-7-yl)-6,6-dimethyl-4,6-dihydropyrrolo[3,4-c]pyrazole-5(1H)-carboxamide